6-chloro-3-(prop-1-en-2-yl)imidazo[1,2-b]pyridazine ClC=1C=CC=2N(N1)C(=CN2)C(=C)C